C(C)C1=C(C(NC(N1)=N)=O)N1CCN(CC1)C(=O)OC(C)(C)C tert-butyl 4-(6-ethyl-2-imino-4-oxo-1,2,3,4-tetrahydropyrimidin-5-yl)piperazine-1-carboxylate